5-[6-(ethylamino)-2-fluoropyridin-3-yl]-N-[(3S)-9-fluoro-2-oxo-5-phenyl-1,3-dihydro-1,4-benzodiazepine-3-Yl]-1-(oxacyclohex-4-yl)pyrazole-4-carboxamide C(C)NC1=CC=C(C(=N1)F)C1=C(C=NN1C1CCOCC1)C(=O)N[C@@H]1C(NC2=C(C(=N1)C1=CC=CC=C1)C=CC=C2F)=O